tert-butyl (4-(4-bromo-3-fluorophenyl)-2-((tert-butyldiphenylsilyl)oxy)-4-hydroxybutyl)carbamate BrC1=C(C=C(C=C1)C(CC(CNC(OC(C)(C)C)=O)O[Si](C1=CC=CC=C1)(C1=CC=CC=C1)C(C)(C)C)O)F